FC1=C2C=CNC2=CC(=C1OC=1C=CC(=C(C1)C=1NC(=NN1)C(=O)C=1C=C(C=CC1)CCC(=O)OCC)F)F Ethyl 3-(3-(5-(5-((4,6-difluoro-1H-indol-5-yl)oxy)-2-fluorophenyl)-4H-1,2,4-triazole-3-carbonyl)phenyl)propanoate